C(C1=CC=CC=C1)OC1=CC=C(C(=O)NC2=C(C=CC(=C2)C=2C=C3C=NC=NC3=CC2)OC)C=C1 4-(benzyloxy)-N-[2-methoxy-5-(quinazolin-6-yl)phenyl]benzamide